OC=1C=C(OCCN2N=NC(=C2)CN/2C(\C=C\C(C\C=C(\CC\C=C2/C)/C)(C)C)=O)C=CC1C(\C=C\C1=CC=C(C=C1)OC)=O (3E,7E,11E)-1-[[1-[2-[3-Hydroxy-4-[(E)-3-(4-methoxyphenyl)prop-2-enoyl]phenoxy]ethyl]triazol-4-yl]methyl]-5,5,8,12-tetramethyl-1-azacyclododeca-3,7,11-trien-2-one